pyrimidine-2,5-dione N=1C(N=CC(C1)=O)=O